FC(C(C(C(F)(F)F)(F)F)(F)F)(S(=O)(=O)[O-])F.C(C)(C)(C)C1=C(C=CC=C1)[I+]C1=C(C=CC=C1)C(C)(C)C bis-(t-butylphenyl)iodonium perfluorobutanesulfonate